[Na+].[Na+].[Na+].CNCC(=O)[O-].CNCC(=O)[O-].CNCC(=O)[O-] methylglycine trisodium salt